C(=CCCCC)CC(=O)O.C(CC=CCC)OC(C)=O (Z)-acetic acid-hex-3-en-1-yl ester (hexenyl-3-cis-acetate)